O1C(=CC=C1)C(C#N)NOC 2-(furan-2-yl)-2-(methoxyamino)acetonitrile